2-(4-(2-(1,5-dimethyl-6-oxo-1,6-dihydropyridazin-3-yl)-3-isopropyl-1H-indol-5-yl)piperidin-1-yl)-N,N-dimethylacetamide CN1N=C(C=C(C1=O)C)C=1NC2=CC=C(C=C2C1C(C)C)C1CCN(CC1)CC(=O)N(C)C